FC(C1=NN=C(S1)C1=CN=C2N1C=C(C=C2N2C[C@H](O[C@H](C2)C)C(=O)N)S(NC2(CC2)C)(=O)=O)F |o1:18,20| rel-(2S,6S)-4-(3-(5-(difluoromethyl)-1,3,4-thiadiazol-2-yl)-6-(N-(1-methylcyclopropyl)sulfamoyl)imidazo[1,2-a]pyridin-8-yl)-6-methylmorpholine-2-carboxamide